tert-butyl 3-{2-[2-(2-{[2-(2,6-dioxopiperidin-3-yl)-1,3-dioxo-2,3-dihydro-1H-isoindol-4-yl]oxy}acetamido)ethoxy]ethoxy}propanoate O=C1NC(CCC1N1C(C2=CC=CC(=C2C1=O)OCC(=O)NCCOCCOCCC(=O)OC(C)(C)C)=O)=O